Cl.C(C)N=C=NCCCN(C)C N-Ethyl-N'-(3-dimethylaminopropyl)carbodiimide hydrochlorid